(R)-1-(2-chloropyridin-3-yl)ethyl (4-(5-(1-cyano-2,2-dimethylcyclopropane-1-carboxamido)pyridin-2-yl)-1-methyl-1H-1,2,3-triazol-5-yl)carbamate C(#N)C1(C(C1)(C)C)C(=O)NC=1C=CC(=NC1)C=1N=NN(C1NC(O[C@H](C)C=1C(=NC=CC1)Cl)=O)C